ClC1=NN2C(C(=N1)NC=1N=CN(C1)C=1N=CN(C1)C)=CC=C2 2-chloro-N-(1'-methyl-1'H-[1,4'-biimidazol]-4-yl)pyrrolo[2,1-f][1,2,4]triazin-4-amine